O[C@H]1[C@@]2(CO[C@H]([C@@H]([C@H]1O)NC1=NC(=CN=C1)C(F)(F)F)O2)COCCCCC(=O)OCC2=CC=CC=C2 benzyl 5-(((1S,2R,3R,4R,5S)-2,3-dihydroxy-4-((6-(trifluoromethyl)pyrazin-2-yl)amino)-6,8-dioxabicyclo[3.2.1]octan-1-yl)methoxy)pentanoate